2-hydroxy-N-(piperidin-4-yl)acetamide OCC(=O)NC1CCNCC1